tert-Butyl 4-[4-[4-[(1R)-1-(5-fluoro-2-pyridyl) ethoxy]pyrazolo[1,5-a]pyridin-6-yl]-5-methyl-triazol-1-yl]piperidine-1-carboxylate FC=1C=CC(=NC1)[C@@H](C)OC=1C=2N(C=C(C1)C=1N=NN(C1C)C1CCN(CC1)C(=O)OC(C)(C)C)N=CC2